C(C)(C)C=1C=C(C=2C3=C(C(NC13)=C=O)C=CC2)N2N=CC(=C2C(F)(F)F)C(=O)[O-] 1-(8-isopropyl-2-carbonyl-1,2-dihydrobenzo[cd]indol-6-yl)-5-(trifluoromethyl)-1H-pyrazole-4-carboxylate